C(C)(C)(C)OC(NC1=C(C=CC(=C1)N1CCN(CC1)C(C)C)N)=O tert-butyl(2-amino-5-(4-isopropylpiperazin-1-yl)phenyl)carbamate